6-[3-[1-[[7-chloro-5-(trifluoromethyl)-1,3-benzoxazol-2-yl]-methyl-amino]ethyl]pyrazin-2-yl]pyridine-3-carbonitrile ClC1=CC(=CC=2N=C(OC21)N(C(C)C=2C(=NC=CN2)C2=CC=C(C=N2)C#N)C)C(F)(F)F